trimethyl-ammonia chloride [Cl-].CN(C)C